C(C)OC(/C(=C/C1=NC(=C(C=C1[N+](=O)[O-])Br)N(CC1=CC=C(C=C1)OC)CC1=CC=C(C=C1)OC)/O)=O.NCCNCCNCCC[Si](OC)(OC)OC 3-[2-(2-Aminoethylamino)ethylamino]propyl-trimethoxysilane ethyl-(Z)-3-[6-[bis[(4-methoxyphenyl)methyl]amino]-5-bromo-3-nitro-2-pyridyl]-2-hydroxy-prop-2-enoate